CC1=C(C(N)(C)C)C=CC=C1.FC(C(=O)O)(S(=O)(=O)O)F 2,2-difluoro-2-sulfoacetic acid-trimethylbenzylamine salt